BrC1=C2CCCNC2=NC=C1 5-bromo-1,2,3,4-tetrahydro-1,8-naphthyridine